water aluminum ammonium sulfate S(=O)(=O)([O-])[O-].[NH4+].[Al+3].O.S(=O)(=O)([O-])[O-]